FC=1C=C(C=C(C1)F)[C@@H]1CC[C@H]2OC3(C(N21)=O)CCN(CC3)C(=O)C3=NC(=CC=C3)OC(C)C (5'S,7a'R)-5'-(3,5-difluorophenyl)-1-{6-[(propan-2-yl)oxy]-pyridine-2-carbonyl}tetrahydro-3'H-spiro[piperidine-4,2'-pyrrolo[2,1-b][1,3]-oxazol]-3'-one